tert-butyl (R)-3-(2-((tert-butyldiphenylsilyl)oxy)ethyl)piperazine-1-carboxylate [Si](C1=CC=CC=C1)(C1=CC=CC=C1)(C(C)(C)C)OCC[C@@H]1CN(CCN1)C(=O)OC(C)(C)C